Henicosan-11-yl ((S)-(((2R,3S,5R)-5-(6-amino-2-fluoro-9H-purin-9-yl)-2-ethynyl-3-hydroxytetrahydrofuran-2-yl) methoxy)(phenoxy)phosphoryl)-L-alaninate NC1=C2N=CN(C2=NC(=N1)F)[C@H]1C[C@@H]([C@@](O1)(C#C)CO[P@](=O)(OC1=CC=CC=C1)N[C@@H](C)C(=O)OC(CCCCCCCCCC)CCCCCCCCCC)O